ClC1=C(C=CC=C1)C1=C(C(=NC2=CC(=CC=C12)N1C(=NC=C1)C)N1[C@H](C2(CN(C2)C(C=C)=O)CC1)C)C (M)-1-((5S)-6-(4-(2-chlorophenyl)-3-methyl-7-(2-methyl-1H-imidazol-1-yl)-2-quinolinyl)-5-methyl-2,6-diazaspiro[3.4]octan-2-yl)-2-propen-1-one